C1(CC1)N(CCN1C2=C(C(C3=CC(=CC=C13)F)=O)C1=CC3=C(C(N1C2)=O)COC([C@]3(O)CC)=O)CC(C)C (S)-11-(2-(cyclopropyl(isobutyl)amino)ethyl)-4-ethyl-8-fluoro-4-hydroxy-1,12-dihydro-14H-pyrano[3',4':6,7]indolizino[2,1-b]quinoline-3,6,14(4H,11H)-trione